C(C)(=O)C([C@H]([C@H]([C@@H]([C@H](C=O)O)O)O)O)O 6-Acetylglucose